C1NCC12CC(C2)CC2=CC=C(C=C2)S(C(F)(F)F)(=O)=N [4-(2-azaspiro[3.3]-heptan-6-ylmeth-yl)phenyl]-imino-oxo-(trifluorometh-yl)-λ6-sulfane